CC1(COC1)OC(=O)N1CCN(CC1)C1=NC=2N(C=C1)N=CC2C=2C(=NC=CC2)OC2COC2 (3-methyloxetan-3-yl)-4-[3-[2-(oxetan-3-yloxy)-3-pyridyl]pyrazolo[1,5-a]pyrimidin-5-yl]piperazine-1-carboxylate